6-[3-(3-t-butyl-4-hydroxy-5-methylphenyl)propoxy]-2,4,8,10-tetra-t-butyldibenzo[d,f][1,3,2]Dioxaphosphepine C(C)(C)(C)C=1C=C(C=C(C1O)C)CCCOP1OC2=C(C3=C(O1)C(=CC(=C3)C(C)(C)C)C(C)(C)C)C=C(C=C2C(C)(C)C)C(C)(C)C